1,3-Cyclohexanediol diacrylate C(C=C)(=O)OC1CC(CCC1)OC(C=C)=O